C(CCCC(=O)O)(=O)O.N1(C=NC=C1)C(=O)N (1H-imidazole-1-carboxamide) glutarate